FC1=C(OC2=CC=C3CCNC(C3=C2)=O)C(=CC(=C1)[N+](=O)[O-])F 7-(2,6-Difluoro-4-nitrophenoxy)-3,4-dihydroisoquinolin-1(2H)-one